2-(5-(hydroxymethyl)-2-(trifluoromethyl)phenoxy)ethanol OCC=1C=CC(=C(OCCO)C1)C(F)(F)F